N-[4-(4-amino-2-fluorophenoxy)-2-pyridinyl]Cyclopropylformamide NC1=CC(=C(OC2=CC(=NC=C2)N(C=O)C2CC2)C=C1)F